C(C)(C)(C)OC(N(CC1=CC=C(C=C1)C1=NC=CC=C1)C1=CC(=NC=2N1N=CC2C2CC2)C2=CC=NN2)=O (3-cyclopropyl-5-(1H-pyrazol-5-yl)pyrazolo[1,5-a]pyrimidin-7-yl)(4-(pyridin-2-yl)benzyl)carbamic acid tert-butyl ester